N-[3-(dimethylamino)propyl]-perfluorobutylamide CN(CCC[N-]C(C(C(C(F)(F)F)(F)F)(F)F)(F)F)C